6-chloro-9-[(3-methyl-4-nitro-phenyl)methyl]Purin-2-amine ClC1=C2N=CN(C2=NC(=N1)N)CC1=CC(=C(C=C1)[N+](=O)[O-])C